3-Chloro-11-((5-hydroxypentyl)amino)-6-methyl-6,11-dihydrodibenzo[c,f][1,2]thiazepine 5,5-dioxide ClC1=CC2=C(C(C3=C(N(S2(=O)=O)C)C=CC=C3)NCCCCCO)C=C1